CC=1N=C(SC1S(=O)(=O)N1CCN(CC1)C[C@H](C)NC1=NC=NC2=C(C=CC=C12)C1=CC=C(C=C1)N1CCN(CC1)C)NC(OC)=O methyl N-[4-methyl-5-({4-[(2S)-2-({8-[4-(4-methylpiperazin-1-yl)phenyl]quinazolin-4-yl}amino)propyl]piperazin-1-yl}sulfonyl)-1,3-thiazol-2-yl]carbamate